C(C)(C)(C)N(C(O)=O)[C@H](C(N1CCNCC1)=O)C.O=C([C@H](C)NC(OC(C)(C)C)=O)N1CCN(CC1)CC(F)(F)F tert-butyl (S)-(1-oxo-1-(4-(2,2,2-trifluoroethyl)piperazin-1-yl)propan-2-yl)carbamate Tert-butyl-(S)-(1-oxo-1-(piperazin-1-yl)propan-2-yl)carbamate